[Na].S1(=O)(=O)NC(=O)C2=CC=CC=C12 saccharin-sodium salt